(2-(2-Naphthamido)-4-fluorobenzoyl)-L-phenylalanine C1=C(C=CC2=CC=CC=C12)C(=O)NC1=C(C(=O)N[C@@H](CC2=CC=CC=C2)C(=O)O)C=CC(=C1)F